N-((4-(tert-butyl)phenyl)(pyridin-2-yl)methyl)-2,6-diisopropylaniline hafnium [Hf].C(C)(C)(C)C1=CC=C(C=C1)C(NC1=C(C=CC=C1C(C)C)C(C)C)C1=NC=CC=C1